C(C)(C)(C)OC(=O)N1CCC(CCC1)N1C(N(C=2C(C1)=CN(N2)C)CC2=C(C=CC=C2)C(F)(F)F)=O 4-[2-Methyl-6-oxo-7-(2-trifluoromethylbenzyl)-2,4,6,7-tetrahydro-pyrazolo[3,4-d]pyrimidin-5-yl]-azepane-1-carboxylic acid tert-butyl ester